3-(5-((S)-azepan-4-yl)-1-oxoisoindolin-2-yl)piperidine-2,6-dione ethyl-2-(benzylamino)-3-cyclohexylpropanoate C(C)OC(C(CC1CCCCC1)NCC1=CC=CC=C1)=O.N1CC[C@H](CCC1)C=1C=C2CN(C(C2=CC1)=O)C1C(NC(CC1)=O)=O